piperidine-3-carboxylic acid (2-methoxy-ethyl)-amide COCCNC(=O)C1CNCCC1